FC(S(=O)(=O)N1N=CN=C1)(F)F 1-(trifluoromethanesulfonyl)-1,2,4-triazole